tetraplatinum [CH2-]Cl.C1CC[C@H]([C@@H](C1)N)N.Cl[Pt](Cl)Cl